FN1N=CC=C1 fluoro-1H-pyrazole